4-((3'-(3-(7-oxa-2-azaspiro[4.5]decan-2-yl)propoxy)-2,2'-dimethyl-[1,1'-biphenyl]-3-yl)methoxy)-5-chloro-2-hydroxybenzaldehyde C1N(CCC12COCCC2)CCCOC=2C(=C(C=CC2)C2=C(C(=CC=C2)COC2=CC(=C(C=O)C=C2Cl)O)C)C